C(C(=C)C)(=O)OCCO (hydroxyethyl) (methacrylate)